6,9-dioxa-3,12-diazatetradecane-1,2,13,14-tetracarboxylic acid C(C(NCCOCCOCCNC(CC(=O)O)C(=O)O)C(=O)O)C(=O)O